1-(2-ethoxyethyl)-6-(3-(((2-(trifluoromethyl)pyridin-3-yl)oxy)methyl)piperidin-1-yl)-1H-pyrazolo[3,4-b]pyrazine C(C)OCCN1N=CC=2C1=NC(=CN2)N2CC(CCC2)COC=2C(=NC=CC2)C(F)(F)F